COC1=CC=C(C=C1)S(=O)(=O)C1C(OC2=CC=CC=C2C1C1=CC=CC=C1)=O (+)-3-((4-methoxyphenyl)sulfonyl)-4-phenylchroman-2-one